C(CCCCCNC(=O)NCCCCCC(=O)O)NC(=O)NCCCCCC(=O)O 6,6'-[1,6-hexanediylbis(iminocarbonylimino)]bis-hexanoic acid